C(OC(C(C)(C)C)C=1C=NC=C(C1Cl)F)(=S)SC O-(1-(4-chloro-5-fluoropyridin-3-yl)-2,2-dimethylpropyl) S-methyl carbonodithioate